FC(C=1C=C(C=CC1N)C1=CC(=C(C=C1)N)C(F)(F)F)(F)F 3,3'-bis(trifluoromethyl)biphenyl-4,4'-diamine